[N+](=O)([O-])[O-].[Ca+2].NC(=N)N.[N+](=O)([O-])[O-] guanidine calcium nitrate